ClC=1C=C(C=CC1B1OC(C(O1)(C)C)(C)C)C1=NOC(=N1)C 3-(3-chloro-4-(4,4,5,5-tetramethyl-1,3,2-dioxaborolan-2-yl)phenyl)-5-methyl-1,2,4-oxadiazole